C(=O)C1=CN=CC(=N1)N1CCC(CC1)C(=O)OCC ethyl 1-(6-formylpyrazin-2-yl)piperidine-4-carboxylate